N-((R)-1-(2-((S)-(((R)-tert-butylsulfinyl)amino)(4,4-difluorocyclohexyl)methyl)-1H-benzo[d]imidazol-6-yl)ethyl)-4,4,4-trifluoro-3-(trifluoromethyl)butanamide C(C)(C)(C)[S@@](=O)N[C@H](C1=NC2=C(N1)C=C(C=C2)[C@@H](C)NC(CC(C(F)(F)F)C(F)(F)F)=O)C2CCC(CC2)(F)F